(Sa)-6-(1-([1,1'-Biphenyl]-4-ylmethyl)-4-fluoro-1H-indol-7-carboxamido)-2-methylspiro-[3.3]heptan C1(=CC=C(C=C1)CN1C=CC2=C(C=CC(=C12)C(=O)NC1CC2(CC(C2)C)C1)F)C1=CC=CC=C1